C1C(C1(F)Cl)C(=O)O 2-CHLORO-2-FLUORO-CYCLOPROPANECARBONIC ACID